C(C)OC1=CC2=C(N=C(S2)NC(C2=CC=C(C=C2)N2CCOCC2)=O)C=C1 N-(6-Ethoxybenzothiazol-2-yl)-4-morpholinobenzamid